9-DOCOSENOIC ACID, METHYL ESTER C(CCCCCCCC=CCCCCCCCCCCCC)(=O)OC